C(N)(=N)C=1C=C(SC1)[C@@H](C)NC(=O)[C@H]1N([C@H]2C[C@]2(C1)CO)C(CNC(=O)C=1C=CC=2C(C3=CC=CC=C3C2C1)(F)F)=O (1S,3S,5R)-N-((R)-1-(4-carbamimidoylthiophen-2-yl)ethyl)-2-((9,9-difluoro-9H-fluorene-3-carbonyl)glycyl)-5-(hydroxymethyl)-2-azabicyclo[3.1.0]hexane-3-carboxamide